N-(4-(cis-bicyclo[3.1.0]hexan-3-yloxy)-3-chloro-5-fluorophenyl)-5-ethyl-2-(3-methoxy-3-methylazetidin-1-yl)oxazole-4-carboxamide C12CC(CC2C1)OC1=C(C=C(C=C1F)NC(=O)C=1N=C(OC1CC)N1CC(C1)(C)OC)Cl